C1(CC1)C(=O)N1CC=2NC(=NC2C1)C1=NNC2=C1C=NC(=C2)C2=C(C=C(C(=C2)F)O)CC cyclopropyl-(2-(6-(2-ethyl-5-fluoro-4-hydroxyphenyl)-1H-pyrazolo[4,3-c]pyridine-3-yl)-4,6-dihydropyrrolo[3,4-d]imidazol-5(1H)-yl)ketone